3-acetyl-N-(2,3-dihydro-1,4-benzoxazin-4-yl)-6-fluoro-7-(2,3,5-trifluorophenyl)thieno[3,2-b]Pyridine-2-carboxamide C(C)(=O)C1=C(SC=2C1=NC=C(C2C2=C(C(=CC(=C2)F)F)F)F)C(=O)NN2CCOC1=C2C=CC=C1